NC1=C(C=CC=C1)CC#N 2-Aminophenylacetonitrile